2-(4-fluorophenyl)benzothiazole FC1=CC=C(C=C1)C=1SC2=C(N1)C=CC=C2